(4,4-dimethylcyclohex-1-en-1-yl)-N-isopropylquinoline-3-carboxamide CC1(CC=C(CC1)C1=NC2=CC=CC=C2C=C1C(=O)NC(C)C)C